[Si](C)(C)(C(C)(C)C)OCC1CCC(CC1)SCC1=NC2=CC(=CC=C2C(N1COCC[Si](C)(C)C)=O)NC=1C=NC=CC1 2-(((4-(((tert-butyldimethylsilyl)oxy)methyl)cyclohexyl)thio)methyl)-7-(pyridin-3-ylamino)-3-((2-(trimethylsilyl)ethoxy)methyl)quinazolin-4(3H)-one